Di-(2,4-dichlorophenyl)-iodonium hexa-fluorophosphat F[P-](F)(F)(F)(F)F.ClC1=C(C=CC(=C1)Cl)[I+]C1=C(C=C(C=C1)Cl)Cl